5-(hydroxymethyl)-7-methyl-3,3a-dihydrocyclopenta[b]chromane OCC1=CC(=CC=2CC=3C(OC12)CCC3)C